3-phenyl-1,1,3,5,5-pentamethyltrisiloxane C1(=CC=CC=C1)[Si](O[SiH](C)C)(O[SiH](C)C)C